Cl.N[C@@H](CCC(=O)O)C(=O)O l-Glutamic Acid Hydrochloride